[3-(4-oxopiperidin-1-yl)phenyl]methyl formate C(=O)OCC1=CC(=CC=C1)N1CCC(CC1)=O